CS(=O)(=NCC=1N=C2N(C=CC(=C2)C2=NOC(=N2)C(F)(F)F)C1)C=1C=NC=NC1 methyl(pyrimidin-5-yl)(((7-(5-(trifluoromethyl)-1,2,4-oxadiazol-3-yl)imidazo[1,2-a]pyridin-2-yl)methyl)imino)-λ6-sulfanone